FC1=C(C=C(C=C1)OC)C=1C=CC2=C(O[C@H](CO2)COC2=CC=C(C=C2)[C@H](CC(=O)O)C#CC)C1 (S)-3-(4-(((S)-7-(2-fluoro-5-methoxyphenyl)-2,3-dihydrobenzo[b][1,4]dioxin-2-yl)methoxy)phenyl)-4-hexynoic acid